C=1N=CN2C1C1=CC=CC=C1[C@@H]2[C@H]2[C@H](C1(C2)CCN(CC1)S(=O)(=O)C=1C=NC=CC1C)O (1R,2S)-2-((S)-5H-imidazo[5,1-a]isoindol-5-yl)-7-((4-methylpyridin-3-yl)sulfonyl)-7-azaspiro[3.5]nonan-1-ol